2-(3-ethylpentanoylamino)-4-[[2-hydroxypropyl]-[4-(5,6,7,8-tetrahydro-1,8-naphthyridin-2-yl)butyl]amino]butanoic acid C(C)C(CC(=O)NC(C(=O)O)CCN(CCCCC1=NC=2NCCCC2C=C1)CC(C)O)CC